C(#N)[C@H](C[C@H]1C(NCCC1)=O)NC([C@H](CC1CC1)NC(=O)C=1NC2=C(C=CC(=C2C1)OC)F)=O N-((S)-1-(((S)-1-cyano-2-((S)-2-oxopiperidin-3-yl)ethyl)amino)-3-cyclopropyl-1-oxopropan-2-yl)-7-fluoro-4-methoxy-1H-indole-2-carboxamide